3-bromo-2,2-bis(bromomethyl)propyl pentanoate C(CCCC)(=O)OCC(CBr)(CBr)CBr